5-fluoro-N-(6-(4-isopropyl-4H-1,2,4-triazol-3-yl)pyridin-2-yl)-1H-indole-3-carboxamide FC=1C=C2C(=CNC2=CC1)C(=O)NC1=NC(=CC=C1)C1=NN=CN1C(C)C